N12C[C@H](C(CC1)CC2)OC(N[C@@H]2C(CC1=CC(=C(C=C21)F)C2=CC(=CC(=C2)OCC(F)(F)F)F)(C)C)=O (S)-quinuclidin-3-yl((R)-6-fluoro-5-(3-fluoro-5-(2,2,2-trifluoroethoxy)phenyl)-2,2-dimethyl-2,3-dihydro-1H-inden-1-yl)carbamate